3-(3-((6-((3-methylbut-2-en-1-yl)oxy)pyridin-3-yl)methyl)isoxazol-5-yl)pyridin-2-amine CC(=CCOC1=CC=C(C=N1)CC1=NOC(=C1)C=1C(=NC=CC1)N)C